Cerium formate C(=O)[O-].[Ce+3].C(=O)[O-].C(=O)[O-]